O[C@H](COS(=O)(=O)C1=CC=C(C=C1)C)[C@@H](C1=CC=CC=C1)O (2R,3R)-2,3-dihydroxy-3-phenylpropyl-4-methylbenzenesulfonate